3,3',5,5'-tetra(9H-carbazol-9-yl)-[1,1'-biphenyl]-2,2',6,6'-tetracarbonitrile C1=CC=CC=2C3=CC=CC=C3N(C12)C1=C(C(=C(C(=C1)N1C2=CC=CC=C2C=2C=CC=CC12)C#N)C=1C(=C(C=C(C1C#N)N1C2=CC=CC=C2C=2C=CC=CC12)N1C2=CC=CC=C2C=2C=CC=CC12)C#N)C#N